1,1-bis(3,5-dimethyl-2-hydroxyphenyl)butane CC=1C(=C(C=C(C1)C)C(CCC)C1=C(C(=CC(=C1)C)C)O)O